N-(3-(oxazol-2-yl)-1-oxo-1-(((R)-4-phenyl-1-((3aS,4S,6S,7aR)-3a,5,5-trimethylhexahydro-4,6-methanobenzo[d][1,3,2]dioxaborol-2-yl)butyl)amino)propan-2-yl)pyrazine-2-carboxamide O1C(=NC=C1)CC(C(N[C@@H](CCCC1=CC=CC=C1)B1O[C@@]2([C@H](O1)C[C@H]1C([C@@H]2C1)(C)C)C)=O)NC(=O)C1=NC=CN=C1